N1N=C(C=C1)C1=CC=NN1 5-pyrazolyl-pyrazole